(E)-4-(4-methoxyphenyl)-2,4,7-trimethyloct-2,6-dienal COC1=CC=C(C=C1)C(/C=C(/C=O)\C)(CC=C(C)C)C